oxetan-3-ylmethyl acrylate C(C=C)(=O)OCC1COC1